CN(C(OC(C)(C)C)=O)CCN1N=C(C=C1)[N+](=O)[O-] tert-butyl N-methyl-N-[2-(3-nitropyrazol-1-yl)ethyl]carbamate